COCCN1C[C@H]([C@@H](C1)C1=CC=CC=C1)N(C(=O)NC=1C(=NC2=CC=CC=C2C1)C1=CC=CC=C1)C 1-((3S,4R)-1-(2-Methoxyethyl)-4-phenylpyrrolidin-3-yl)-1-methyl-3-(2-phenylquinolin-3-yl)urea